FCCOC=1C=NC2=CC=CC=C2C1 3-(2-fluoroethoxy)quinolin